methyl acetoacetate (methyl acetate) CCC(=O)O.C(CC(=O)C)(=O)OC